C(C)N1C(=NC(=C1)C(F)(F)F)C1=CC=C(C=C1)[N+](=O)[O-] 1-ethyl-2-(4-nitrophenyl)-4-(trifluoromethyl)-1H-imidazole